C(C1=CC=CC=C1)C1=C(C2=C(N(C(N(C2=O)C)=O)CC)N(C1=O)C1CC1)O 6-benzyl-8-cyclopropyl-1-ethyl-5-hydroxy-3-methylpyrido[2,3-d]pyrimidine-2,4,7(1H,3H,8H)-trione